N[C@H](C)C=1C=C(C=C2C(C=C(OC12)C1=NC=CC=C1)=O)C 8-[(1R)-1-Aminoethyl]-6-methyl-2-(2-pyridyl)-chromen-4-one